OC[C@H]1N(CCN(C1)C1=CC=C(C=C1)I)CC1CCN(CC1)CC(=O)OC(C)(C)C tert-butyl (S)-2-(4-((2-(hydroxymethyl)-4-(4-iodophenyl)piperazin-1-yl)methyl)piperidin-1-yl)acetate